2-[2-[(6-bromo-2-pyridinyl)oxymethyl]-5-cyano-phenyl]-2,2-difluoro-acetic acid methyl ester COC(C(F)(F)C1=C(C=CC(=C1)C#N)COC1=NC(=CC=C1)Br)=O